FC=1C=C(C=CC1OC1=CC=NC2=CC(=C(C=C12)OC)O)NC(=O)C1=C2C(=CN(C1=O)C1=CC=C(C=C1)F)CCO2 N-(3-fluoro-4-((7-hydroxy-6-methoxyquinolin-4-yl)oxy)phenyl)-5-(4-fluorophenyl)-6-oxo-2,3,5,6-tetrahydrofuro[3,2-c]pyridine-7-carboxamide